2-methyl-4-chlorophenoxysodium CC1=C(O[Na])C=CC(=C1)Cl